OC(=O)C(F)(F)F.C(N)(=O)C1=CC(=NC=N1)N1CCC(CC1)C(=O)O 1-(6-Carbamoylpyrimidin-4-yl)piperidine-4-carboxylic Acid TFA Salt